Cl.ClC=1C(=NC(=NC1)NC1=CC(=C(C=C1)N1CCC2(CC(C2)N(C)C)CC1)C)NC1=C(C=CC=C1)P(C)(C)=O (2-((5-chloro-2-((4-(2-(dimethylamino)-7-azaspiro[3.5]nonan-7-yl)-3-methylphenyl)amino)pyrimidin-4-yl)amino)phenyl)dimethylphosphine oxide hydrochloric acid salt